ClC1=C2CCN([C@@H](C2=C(C=C1)OCC1=NSC(=C1)C)CN1C(CCC1)=O)C(=O)[C@H]1[C@H](CCCC1)C(=O)O (1S,2R)-2-((S)-5-Chloro-8-((5-methylisothiazol-3-yl)methoxy)-1-((2-oxopyrrolidin-1-yl)methyl)-1,2,3,4-tetrahydroisoquinoline-2-carbonyl)cyclohexane-1-carboxylic acid